2-(7-{[(3R)-1-ethylpiperidin-3-yl]amino}-2-methylpyrazolo[1,5-d][1,2,4]triazin-4-yl)-3-fluoro-5-methylphenol C(C)N1C[C@@H](CCC1)NC1=NN=C(C=2N1N=C(C2)C)C2=C(C=C(C=C2F)C)O